CC=1NC2=CC=CC=C2C1C#N 2-methylindole-3-carbonitrile